3-fluoro-4-[1-(4-fluorophenyl)-4-hydroxy-2-(2-methoxy-1,1-dimethyl-ethyl)indol-3-yl]Benzoic acid FC=1C=C(C(=O)O)C=CC1C1=C(N(C2=CC=CC(=C12)O)C1=CC=C(C=C1)F)C(COC)(C)C